benzyl-1-isopropyl-4-mesitylbenzimidazol-2-amine C(C1=CC=CC=C1)C1=C(C2=C(N(C(=N2)N)C(C)C)C=C1)C1=C(C=C(C=C1C)C)C